N-[(2-amino-3-fluoroquinolin-7-yl)methyl]-N-(2-methanesulfonylpyridin-3-yl)-2-(pyrimidin-2-yl)acetamide NC1=NC2=CC(=CC=C2C=C1F)CN(C(CC1=NC=CC=N1)=O)C=1C(=NC=CC1)S(=O)(=O)C